FC(C1=NN(C(=C1)S(=O)(=O)C1C(CCC12CCNCC2)=O)C)F ((3-(difluoromethyl)-1-methyl-1H-pyrazol-5-yl)sulfonyl)-8-azaspiro[4.5]decan-2-one